FC1(C(N(C2=C(O1)C=C(C(=C2)C2=C(C(=C(C(=C2F)F)F)F)F)F)CC(=O)N2CCC(CC2)C(=O)OC)=O)F methyl 1-(2-(2,2,7-trifluoro-3-oxo-6-(perfluorophenyl)-2,3-dihydro-4H-benzo[b][1,4]oxazin-4-yl)acetyl)piperidine-4-carboxylate